NC1=NN2C(C=C(C=C2)C=2C(=C(OC(CC(C(C)(O)C3=CC=C(C=C3)F)(F)F)([2H])[2H])C(=CC2)F)F)=N1 5-(3-(2-amino-[1,2,4]triazolo[1,5-a]pyridin-7-yl)-2,6-difluorophenoxy)-3,3-difluoro-2-(4-fluorophenyl)pentan-5,5-d2-2-ol